FC1=C(C(=CC(=C1)C=1C(=NC=CC1)SC(C)C)F)N1CC(CC1)CC(=O)O 2-[1-[2,6-difluoro-4-(2-isopropylsulfanyl-3-pyridyl)phenyl]pyrrolidin-3-yl]acetic acid